androstane-dione monosulfate S(=O)(=O)(O)O.C[C@@]12C(CC[C@H]1[C@@H]1CCC3CC(CC[C@]3(C)[C@H]1CC2)=O)=O